(4aR,8aS)-6-[5-(2-chloro-4-fluoro-phenoxy)-3,3a,4,5,6,6a-hexahydro-1H-cyclopenta[c]pyrrole-2-carbonyl]-4,4a,5,7,8,8a-hexahydropyrido[4,3-b][1,4]oxazin-3-one ClC1=C(OC2CC3C(CN(C3)C(=O)N3C[C@@H]4[C@@H](OCC(N4)=O)CC3)C2)C=CC(=C1)F